4-amino-2-butoxy-8-(4-(pyrrolidin-1-ylmethyl)benzyl)pyrido[3,2-d]pyrimidin-6(5H)-one NC=1C2=C(N=C(N1)OCCCC)C(=CC(N2)=O)CC2=CC=C(C=C2)CN2CCCC2